NC1=C(C#N)C(=CC(=N1)C=1C=C2[C@H](N(C(C2=CC1)=O)C1C(NC(CC1)=O)=O)C)C 2-amino-6-((3R)-2-(2,6-dioxopiperidin-3-yl)-3-methyl-1-oxoisoindolin-5-yl)-4-methylnicotinonitrile